tert-butyl (R)-4-(4-bromophenyl)-4-cyanopentanoate BrC1=CC=C(C=C1)[C@](CCC(=O)OC(C)(C)C)(C)C#N